FC1=C(C=C(C=C1)[C@H](CN[C@H](C1=CC=CC=C1)[C@H]1CNC2=CC(=CN=C2C1)F)C)CC(=O)O |o1:7| 2-(2-fluoro-5-((R or S)-1-(((S)-((R)-7-fluoro-1,2,3,4-tetrahydro-1,5-naphthyridin-3-yl)(phenyl)methyl)amino)propan-2-yl)phenyl)acetic acid